Cl.[C@H]12N[C@@H](C[C@@H]2C1)C#N (1S,3S,5S)-2-azabicyclo[3.1.0]hexane-3-carbonitrile hydrochloride